7-(3-((5-methoxypyridin-3-yl)amino)-7,8-dihydro-1,6-naphthyridin-6(5H)-yl)-8-methyl-4H-pyrimido[1,2-b]pyridazin-4-one COC=1C=C(C=NC1)NC=1C=NC=2CCN(CC2C1)C=1C(=CC=2N(N1)C(C=CN2)=O)C